2-(4-methoxynaphthalen-1-yl)ethan-1-amine COC1=CC=C(C2=CC=CC=C12)CCN